(S)-1-(4-fluorophenyl)-N-(1-methylpiperidin-4-yl)-3,4-dihydroisoquinoline FC1=CC=C(C=C1)[C@@H]1N(CCC2=CC=CC=C12)C1CCN(CC1)C